C(#N)C=1C=C(C=CC1F)C1=NN2C(CN(CC2)C(=O)OC(C)(C)C)=C1C1=CC=NC=C1 tert-butyl 2-(3-cyano-4-fluorophenyl)-3-(pyridin-4-yl)-6,7-dihydropyrazolo[1,5-a]pyrazine-5(4H)-carboxylate